5-{6-[2-(6-Methoxy-1-methyl-1,2,3,4-tetrahydro-quinolin-5-yl)-ethylamino]-pyrimidin-4-yl}-3-trifluoromethyl-thiophene-2-carboxylic Acid COC=1C(=C2CCCN(C2=CC1)C)CCNC1=CC(=NC=N1)C1=CC(=C(S1)C(=O)O)C(F)(F)F